[Si](C)(C)(C(C)(C)C)OCC1=[N+](C=CC(=C1)C(=O)N1C(CN(CC1)[C@H](C(NC1=NC=C(N=C1)OC1=C(C=C(C(=C1)F)F)F)=O)C)(C)C)[O-] (S)-2-(((tert-butyldimethylsilyl)oxy)methyl)-4-(2,2-dimethyl-4-(1-oxo-1-((5-(2,4,5-trifluorophenoxy)pyrazin-2-yl)amino)propan-2-yl)piperazine-1-carbonyl)pyridine 1-oxide